(6R,8aS)-6-[8-Amino-5-chloro-1-(2-fluoro-4-{1-hydroxy-1-[3-(trifluoromethyl)phenyl]ethyl}phenyl)-imidazo[1,5-a]pyrazin-3-yl]hexahydroindolizin-3(2H)-on NC=1C=2N(C(=CN1)Cl)C(=NC2C2=C(C=C(C=C2)C(C)(C2=CC(=CC=C2)C(F)(F)F)O)F)[C@H]2CN1C(CC[C@@H]1CC2)=O